octanoylmercaptopropyltriethoxysilane C(CCCCCCC)(=O)SCCC[Si](OCC)(OCC)OCC